C1(CC1)CNCC=1C=C(C2=C(N=C(O2)C=2C=C(C=CC2)C2=C(C=C(C=C2)F)C2=NN=CN2C)C1)OC 1-Cyclopropyl-N-((2-(4'-fluoro-2'-(4-methyl-4H-1,2,4-triazol-3-yl)-[1,1'-biphenyl]-3-yl)-7-methoxybenzo[d]oxazol-5-yl)methyl)methanamine